ClC=1C=C(C=CC1COC1=C(C=CC=C1)CCN([C@@H]1C=2C=CC(=NC2CCC1)C(=O)OCC)CCC1=CC=C(C=C1)C(=O)OC)C1=CC=C(C=C1)C(F)(F)F ethyl (5S)-5-([2-(2-{[3-chloro-4'-(trifluoromethyl)[biphenyl]-4-yl]methoxy}phenyl)ethyl]{2-[4-(methoxycarbonyl)phenyl]ethyl}amino)-5,6,7,8-tetrahydroquinoline-2-carboxylate